5-[4-(1H-indazol-6-yl)-3-(trifluoromethyl)phenyl]-3,6-dihydro-2H-1,3,4-oxadiazin-2-one N1N=CC2=CC=C(C=C12)C1=C(C=C(C=C1)C1=NNC(OC1)=O)C(F)(F)F